OC1=C(C=CC(=C1)O)C1=NC(=NC(=N1)C1=C(C=C(C=C1)C)C)C1=C(C=C(C=C1)C)C 2-(2,4-Dihydroxyphenyl)-4,6-bis(2,4-dimethylphenyl)-S-triazine